CN1N=CC2=CC=C(C=C12)C1=C2CN(C(C2=CC=C1)=O)CC(C(C1=CC=CC=C1)=O)=C 4-(1-methyl-1H-indazol-6-yl)-2-(2-methylidene-3-oxo-3-phenylpropyl)-2,3-dihydro-1H-isoindol-1-one